[N+](=O)([O-])C1=CC=C(C=C1)C1=NNC(O1)=S 5-(4-nitrophenyl)-1,3,4-oxadiazole-2(3H)-thione